NC=1OC2=C(C=NC=C2N2C[C@@H](OCC2)C(=O)N2[C@H](C3=C(C=C(C=C3CC2)Cl)C(F)(F)F)C)N1 ((R)-4-(2-aminooxazolo[4,5-c]pyridin-7-yl)morpholin-2-yl)((S)-6-chloro-1-methyl-8-(trifluoromethyl)-3,4-dihydroisoquinolin-2(1H)-yl)methanone